FC1=CC=C(OC2=NC(=NC=C2)N2CCC(CC2)C(=O)O)C=C1 1-(4-(4-fluorophenoxy)pyrimidin-2-yl)piperidine-4-carboxylic acid